1,1'-(4-(6-hydroxybenzo[b]thiophen-3-yl)-2,6-dimethyl-1,4-dihydropyridin-3,5-diyl)bis(ethan-1-one) OC=1C=CC2=C(SC=C2C2C(=C(NC(=C2C(C)=O)C)C)C(C)=O)C1